1,3,6,7-tetrahydroxy-9H-xanthone OC1=CC(=CC=2OC3=CC(=C(C=C3C(C12)=O)O)O)O